6-tert-butyl-4-isobutylideneamino-3-methylthio-1,2,4-triazin-5(4H)-one C(C)(C)(C)C=1C(N(C(=NN1)SC)N=CC(C)C)=O